4-fluoro-N-{phenyl-[4-(prop-2-yl)phenyl]methyl}-1-[2-(1H-1,2,4-triazol-1-yl)propionyl]pyrrolidine-2-carboxamide FC1CC(N(C1)C(C(C)N1N=CN=C1)=O)C(=O)NC(C1=CC=C(C=C1)C(C)C)C1=CC=CC=C1